allylpalladium (II) oxide C(C=C)[Pd-]=O